2-((1,4-dimethoxy-3-methylnaphthalen-2-yl)methyl)furan COC1=C(C(=C(C2=CC=CC=C12)OC)C)CC=1OC=CC1